Tert-butyl (R)-3-((1-(4-bromo-2-methoxyphenyl)pyrido[3,4-d]pyridazin-4-yl)amino)piperidine-1-carboxylate BrC1=CC(=C(C=C1)C1=C2C(=C(N=N1)N[C@H]1CN(CCC1)C(=O)OC(C)(C)C)C=NC=C2)OC